C(C)(=O)OCC=1C(=CC2=C(OC[C@@H](N2C(CCl)=O)C)N1)CC1=C(C=C(C=C1)F)F (S)-(1-(2-chloroacetyl)-7-(2,4-difluorobenzyl)-2-methyl-2,3-dihydro-1H-pyrido[2,3-b][1,4]oxazin-6-yl)methyl acetate